C(C)(C)(C)OC(N[C@H]1CN(C[C@@H](C1)F)C(=O)C1=CC2=C(C(=C(O2)C=2N(C3=CC(=CC=C3C2)OC)CC2CC2)CCO)C(=C1)OC)=O ((3R,5R)-1-(2-(1-(cyclopropylmethyl)-6-methoxy-1H-indol-2-yl)-3-(2-hydroxyethyl)-4-methoxybenzofuran-6-carbonyl)-5-fluoropiperidin-3-yl)carbamic acid tert-butyl ester